C(CCC)C1(CS(C2=C(N(C1)C1=CC=C(C=C1)F)C=C(C(=C2)OC)I)(=O)=O)CCCC 3,3-dibutyl-5-(4-fluorophenyl)-7-iodo-8-methoxy-2,3,4,5-tetrahydro-1,5-benzothiazepine 1,1-dioxide